C(C)(C)C1=C(C=CC=C1)N1/C(/SC(=CC1=O)C1=CC=CC=C1)=N/C(C1=CC(=CC=C1)Br)=O (Z)-N-(3-(2-isopropylphenyl)-4-keto-6-phenyl-3,4-dihydro-2H-1,3-thiazin-2-ylidene)-3-bromobenzamide